(trans-4-methoxycyclohexyl)-7-methyl-2-((6-methyl-2,3-dihydrobenzofuran-5-yl)amino)-7,9-dihydro-8H-purin-8-one CO[C@@H]1CC[C@H](CC1)N1C2=NC(=NC=C2N(C1=O)C)NC=1C(=CC2=C(CCO2)C1)C